6-hydroxybenzene-1,3-disulfonic acid sodium salt [Na+].OC1=CC=C(C=C1S(=O)(=O)[O-])S(=O)(=O)[O-].[Na+]